ortho-acetyl-para-cresol C(C)(=O)C1=CC(=CC=C1O)C